2-(4-fluorophenyl)-7-methyl-3-(trifluoromethyl)isoquinolin-1(2H)-one FC1=CC=C(C=C1)N1C(C2=CC(=CC=C2C=C1C(F)(F)F)C)=O